7-hydroxy-3,5-dimethoxyflavone OC1=CC(=C2C(C(=C(OC2=C1)C1=CC=CC=C1)OC)=O)OC